1-(hydroxymethyl)-5-azaspiro[2.4]heptane-5-carboxylate OCC1CC12CN(CC2)C(=O)[O-]